4-cyano-4-[(dodecylthio-thiocarbonyl)thio]pentanoic acid C(#N)C(CCC(=O)O)(C)SC(=S)SCCCCCCCCCCCC